methyl 3-(1-tert-butoxycarbonyl-4-piperidyl)-5-fluoro-pyridine-2-carboxylate C(C)(C)(C)OC(=O)N1CCC(CC1)C=1C(=NC=C(C1)F)C(=O)OC